[C@H]12CN(C[C@H](CC1)N2)C2=NC(=NC1=C(C(=CC=C21)C2=CC(=CC1=CC=CC(=C21)C)O)F)OCC21CCCN1CCC2 4-(4-((1R,5S)-3,8-diazabicyclo[3.2.1]octan-3-yl)-8-fluoro-2-((tetrahydro-1H-pyrrolizin-7a(5H)-yl)methoxy)quinazolin-7-yl)-5-methylnaphthalen-2-ol